2,6-bis(methoxymethyl)naphthalene COCC1=CC2=CC=C(C=C2C=C1)COC